[Cl-].[Li+].P(=O)(OCCOCC)(O)O ethoxyethyl phosphate lithium chloride salt